C1(=CC=CC=C1)C1(CNC2=C(O1)C=CC=C2)C(=O)N phenyl-3,4-dihydro-2H-benzo[b][1,4]oxazine-2-carboxamide